N1=CN=CC2=C1C=CC=C2 Benz-pyrimidin